BrC=1C=C2C(=NN=C(C2=CC1)C)Cl 6-bromo-4-chloro-1-methylphthalazine